3-(2-hydroxyethyl)aminophenol OCCNC=1C=C(C=CC1)O